C1C[C@H]2CC[C@H]3[C@@H](CCC4CCCC[C@H]34)[C@@H]2C1 Gonane